chloro-8-(difluoromethoxy)-4-methyl-1,5-naphthyridine ClC1=NC2=C(C=CN=C2C(=C1)C)OC(F)F